CO[Si](CCCN(CCN(CC(=O)[O-])CC(=O)[O-])CC(=O)[O-])(OC)OC.[Na+].[Na+].[Na+] N-(trimethoxysilylpropyl)ethylenediaminetriacetic acid trisodium salt